N1N=C(C=C1)CN1N=CC2=C(C1=O)N(C1=C2SC(=N1)CC1=NC(=CC=C1)N(C)C)C 6-((1H-pyrazol-3-yl)methyl)-2-((6-(dimethylamino)pyridin-2-yl)methyl)-4-methyl-4,6-dihydro-5H-thiazolo[5',4':4,5]pyrrolo[2,3-d]pyridazin-5-one